C(C)(C)(C)OC(=O)N1[C@@H](C[C@@H](C1)C1=CC=C(C=C1)F)C(=O)O (2s,4r)-1-(tert-butoxycarbonyl)-4-(4-fluorophenyl)pyrrolidine-2-carboxylic acid